2-[2-(4-methanesulfonyl-piperidin-1-yl)pyrimidin-5-yl]-N-{[4-methyl-2-(piperidin-1-yl)phenyl](5-methylfuran-2-yl)methyl}acetamide CS(=O)(=O)C1CCN(CC1)C1=NC=C(C=N1)CC(=O)NC(C=1OC(=CC1)C)C1=C(C=C(C=C1)C)N1CCCCC1